ethyl 2-[3-(benzyloxy)-2-(1,3-dioxolan-2-yl)phenyl]-4-methyl-1,3-thiazole-5-carboxylate C(C1=CC=CC=C1)OC=1C(=C(C=CC1)C=1SC(=C(N1)C)C(=O)OCC)C1OCCO1